C(C)(=O)C1=CN(C2=CC=C(C=C12)C=1C=NC(=NC1)C)CC(=O)N1[C@@H](C[C@H](C1)F)C(=O)NC1=NC(=CC=C1)Br (2S,4R)-1-(2-(3-acetyl-5-(2-methylpyrimidin-5-yl)-1H-indol-1-yl)acetyl)-N-(6-bromopyridin-2-yl)-4-fluoropyrrolidine-2-carboxamide